IC1=CN(C=2N=CN=C(C21)N)C(C)C 5-iodo-7-isopropyl-7H-pyrrolo[2,3-d]pyrimidin-4-amine